CC1=NC(=NC(=C1S(=O)(=O)N1CC2(C1)CN(C2)C2CCOCC2)C)C(F)(F)F 2-[4,6-dimethyl-2-(trifluoromethyl)pyrimidin-5-yl]sulfonyl-6-(oxan-4-yl)-2,6-diazaspiro[3.3]heptane